BrC=1C=C(C=C(C1)F)[C@@H](CO)N1C(C=C(C=C1)C=1C=C2C(=NNC2=CC1)C=1C=NC(=CC1)OC)=O (S)-1-(1-(3-bromo-5-fluorophenyl)-2-hydroxyethyl)-4-(3-(6-methoxypyridin-3-yl)-1H-indazol-5-yl)pyridin-2(1H)-one